N-(3-((2,2-dimethyl-3-(4-methylpiperazin-1-yl)-3-oxopropyl)amino)-4-fluorobenzyl)-6'-fluoro-1'-methyl-4'-oxo-3',4'-dihydro-1'H-spiro[piperidine-4,2'-quinoline]-1-carboxamide CC(CNC=1C=C(CNC(=O)N2CCC3(N(C4=CC=C(C=C4C(C3)=O)F)C)CC2)C=CC1F)(C(=O)N1CCN(CC1)C)C